BrC1=CC=C(C=C1)N1N=C(C(=C1)[C-]1O[C@H](C(N1CCC1=CC(=C(C=C1)N)N)=O)C)C1=CC=C(C=C1)F (2S,5S)-2-(1-(4-bromophenyl)-3-(4-fluorophenyl)-1H-pyrazol-4-yl)-3-(3,4-diaminophenethyl)-5-methyloxazolid-4-one